Tetrabromoethylcyclohexane C1CC(C(CC1C(CBr)Br)Br)Br